C1(CC1)C=1C(=NN(C1)C1CC2(CNC2)C1)C1=C(C=CC=C1)C(F)(F)F 6-(4-Cyclopropyl-3-(2-(trifluoromethyl)phenyl)-1H-pyrazol-1-yl)-2-azaspiro[3.3]heptan